OC1=C2CC=COC2=CC=C1 5-hydroxy-4H-chromen